trifluoro-1-(4-methylthiophenyl)ethanone FC(C(=O)C1=CC=C(C=C1)SC)(F)F